C(=O)O.ClC1=C(C=CC=C1OC)N1C[C@H]([C@@]2(CC1)C=1C=CC(=NC1CN(C2)C[C@@H]2NCCC2)C=2C(=NC=CC2)OCC)CC (3'S,5S)-1'-(2-chloro-3-methoxyphenyl)-2-(2-ethoxypyridin-3-yl)-3'-ethyl-7-[[(2R)-pyrrolidin-2-yl]methyl]spiro[6,8-dihydro-1,7-naphthyridine-5,4'-piperidine] formate salt